CC(C)([Si](OCC(CO[Si](C(C)(C)C)(C1=CC=CC=C1)C1=CC=CC=C1)(C)N(C(OC(C)(C)C)=O)C)(C)C)C tert-butyl (2,2,3,3,6,10,10-heptamethyl-9,9-diphenyl-4,8-dioxa-3,9-disilaundecan-6-yl)methylcarbamate